cyclopentanecarbonyl chloride C1(CCCC1)C(=O)Cl